CN1CCN2C=3C(=C4C(=NC=NC4=CC3)NC3=CC(=C(C=C3)OC3=CC4=C(N(C=N4)C)C=C3)C)OC[C@@H]1C2 (3S)-4-methyl-N-(3-methyl-4-((1-methyl-1H-benzo[d]imidazol-5-yl)oxy)phenyl)-3,4,5,6-tetrahydro-2H-3,7-methano[1,4,7]oxadiazonino[2,3-f]quinazolin-13-amine